OB1OCC2=C1C=CC(=C2)\C=N\N(C=2C1=C(N=CN2)C(=CS1)C)C N-[(E)-(1-Hydroxy-3H-2,1-benzoxaborol-5-yl)methylenamino]-N,7-dimethyl-thieno[3,2-d]pyrimidin-4-amin